(1H-indazol-7-yl)((1S,4S,6R)-6-((5-(trifluoromethyl)pyridin-2-yl)amino)-2-azabicyclo[2.2.1]hept-2-yl)methanone N1N=CC2=CC=CC(=C12)C(=O)N1[C@@H]2[C@@H](C[C@H](C1)C2)NC2=NC=C(C=C2)C(F)(F)F